4,4''-bis(3,6-bis(diphenylamino)-9H-carbazol-9-yl)-2'-(2,6-dimethylpyridin-3-yl)-[1,1':3',1''-terphenyl]-5'-carbonitrile C1(=CC=CC=C1)N(C=1C=CC=2N(C3=CC=C(C=C3C2C1)N(C1=CC=CC=C1)C1=CC=CC=C1)C1=CC=C(C=C1)C1=C(C(=CC(=C1)C#N)C1=CC=C(C=C1)N1C2=CC=C(C=C2C=2C=C(C=CC12)N(C1=CC=CC=C1)C1=CC=CC=C1)N(C1=CC=CC=C1)C1=CC=CC=C1)C=1C(=NC(=CC1)C)C)C1=CC=CC=C1